2-sulfanylpyridine SC1=NC=CC=C1